N,N-dimethyl-2-aminopropionic acid CN(C(C(=O)O)C)C